FC=1C=CC=C2C=C(C=NC12)C(NC(CC(=C)C)CC=1C=NC=CC1)=S 8-fluoro-N-[3-methyl-1-(3-pyridylmethyl)but-3-enyl]quinoline-3-carbothioamide